ClC1=CC(=C(C=C1)O)C1=NC2=CC=CC=C2C(=N1)NCCN1CCN(CC1)C 4-chloro-2-(4-((2-(4-methylpiperazin-1-yl)ethyl)amino)quinazolin-2-yl)phenol